NC1=NC=C(C(=N1)C(F)F)C1=NC(=NC(=N1)N1CCOCC1)N1CCN(CC1)C(COCC1CCN(CC1)C(\C=C\CN1CCC1)=O)=O (E)-1-(4-((2-(4-(4-(2-amino-4-(difluoromethyl)pyrimidin-5-yl)-6-morpholino-1,3,5-triazin-2-yl)piperazin-1-yl)-2-oxoethoxy)methyl)piperidin-1-yl)-4-(azetidin-1-yl)but-2-en-1-one